C(C1=CC=CC=C1)OCC(CO)CO 2-[(benzyloxy)methyl]propane-1,3-diol